5-(2-(dimethylamino)-2-oxoethoxy)-N-((1s,4s)-4-((7-morpholinopyrido[4,3-d]pyrimidin-5-yl)oxy)cyclohexyl)pyrimidine-2-carboxamide CN(C(COC=1C=NC(=NC1)C(=O)NC1CCC(CC1)OC1=NC(=CC=2N=CN=CC21)N2CCOCC2)=O)C